C1(=CC=CC=C1)CC1N(CCNC1)N (phenylmethyl)-1-piperazineamine